tert-butyl (6S,7S)-7-amino-6-((2'-(2-((tert-butoxycarbonyl)(methyl)-amino)ethoxy)-[1,1'-biphenyl]-3-yl)methyl)-5-azaspiro[2.4]heptane-5-carboxylate N[C@@H]1[C@@H](N(CC12CC2)C(=O)OC(C)(C)C)CC=2C=C(C=CC2)C2=C(C=CC=C2)OCCN(C)C(=O)OC(C)(C)C